((2-chloro-7-(dimethylamino)pyrrolo[2,1-f][1,2,4]triazin-4-yl)amino)bicyclo[2.2.2]octane-2-carboxylic acid ethyl ester C(C)OC(=O)C1C2(CCC(C1)CC2)NC2=NC(=NN1C2=CC=C1N(C)C)Cl